9-(9-chlorodibenzo[b,d]furan-4-yl)-9H-carbazole ClC1=CC=CC2=C1C1=C(O2)C(=CC=C1)N1C2=CC=CC=C2C=2C=CC=CC12